8,8'-(((1-hydroxycyclobutyl)methyl)azanediyl)bis(N,N-didecyloctanamide) OC1(CCC1)CN(CCCCCCCC(=O)N(CCCCCCCCCC)CCCCCCCCCC)CCCCCCCC(=O)N(CCCCCCCCCC)CCCCCCCCCC